(S)-6-((1H-Imidazol-1-yl)methyl)-N-(tetrahydrofuran-3-yl)isoindolin-4-amine hydrochloride Cl.N1(C=NC=C1)CC=1C=C(C=2CNCC2C1)N[C@@H]1COCC1